C(C=C)SC1=NC=NN1C[C@]1(O[C@H]1C1=C(C=CC=C1)Cl)C1=C(C=C(C=C1)F)F |o1:10,12| 5-(allylsulfanyl)-1-{[rel-(2R,3S)-3-(2-chlorophenyl)-2-(2,4-difluorophenyl)oxirane-2-yl]methyl}-1H-1,2,4-triazole